OC1=C(C=C(C=C1C(C)(C)C)C)N1N=C2C(=N1)C=CC=C2 2-(2-hydroxy-3-t-butyl-5-methylphenyl)benzotriazole